ClCCN1CCCCC1 N-(2-chloroethyl)-piperidine